ClC1=CC(=CS1)C=1NC(C2=C(N1)CCSC2)=O (5-chlorothiophen-3-yl)-3,5,7,8-tetrahydro-4H-thiopyrano[4,3-d]pyrimidin-4-one